4-bromo-1-(5-(tetrahydropyran-4-ylmethoxy)-3,7-dimethyltricyclo[3.3.1.13,7]dec-1-yl)-5-methyl-1H-pyrazole BrC=1C=NN(C1C)C12CC3(CC(CC(C1)(C3)C)(C2)OCC2CCOCC2)C